C(C1=CC=CC=C1)OC1=CC=C(C=C1)C1=CN=C(O1)Cl 5-(4-benzyloxyphenyl)-2-chloro-oxazole